COC1=C2C=CC(OC2=CC=C1C(=O)NC1=CC=C2C(=NN(C2=C1)CCN1CCOCC1)C)(C)C 5-methoxy-2,2-dimethyl-N-(3-methyl-1-(2-morpholinoethyl)-1H-indazol-6-yl)-2H-chromen-6-carboxamide